(S)-3-(5-(4-((1-(4-((3R,4S)-3-(2,3-dihydro-1H-inden-5-yl)-7-hydroxyisochroman-4-yl)phenyl)piperidin-4-yl)methyl)piperazin-1-yl)-1-oxoisoindolin-2-yl)piperidine-2,6-dione C1CCC2=CC(=CC=C12)[C@@H]1OCC2=CC(=CC=C2[C@@H]1C1=CC=C(C=C1)N1CCC(CC1)CN1CCN(CC1)C=1C=C2CN(C(C2=CC1)=O)[C@@H]1C(NC(CC1)=O)=O)O